FC=1C=C(C=C(C1CN[C@H]1CC(NC1)=O)OC)C1=C(C(=CC=C1)C1=C(C(=CC=C1)NC1=CN=CC2=NC=CN=C21)C)C (S)-4-(((3-fluoro-5-methoxy-2',2''-dimethyl-3''-(pyrido[3,4-b]pyrazin-8-ylamino)-[1,1':3',1''-terphenyl]-4-yl)methyl)amino)pyrrolidin-2-one